5-bromo-N2-(1-tert-butylindazol-5-yl)-N4-(2-dimethylphosphorylphenyl)pyrimidine-2,4-diamine BrC=1C(=NC(=NC1)NC=1C=C2C=NN(C2=CC1)C(C)(C)C)NC1=C(C=CC=C1)P(=O)(C)C